[Si](C)(C)(C(C)(C)C)O[C@@H](CNC(OCC1=CC=CC=C1)=O)CNC(OC(C)(C)C)=O (S)-benzyl tert-butyl (2-((tert-butyldimethylsilyl)oxy) propane-1,3-diyl)dicarbamate